2-methyl-1-oxo-3,4-dihydroisoquinoline-5-sulfonamide CN1C(C=2C=CC=C(C2CC1)S(=O)(=O)N)=O